2-(1-naphthylamino)ethanol C1(=CC=CC2=CC=CC=C12)NCCO